DIMETHYL-3,6-NONADIENENITRILE CC(C#N)(C=CCC=CCC)C